CN1C=CC=2C1=NC(=CC2CN2CCN(CC2)C=2N(C=CN2)C)C=2C=C1CN(C(C1=CC2)=O)C2C(NC(CC2)=O)=O 3-(5-(1-methyl-4-((4-(1-methyl-1H-imidazol-2-yl)piperazin-1-yl)methyl)-1H-pyrrolo[2,3-b]pyridin-6-yl)-1-oxoisoindolin-2-yl)piperidine-2,6-dione